BrCC1=C(C=CC(=C1)C(=O)OC)C1=C(C=CC(=C1)OC)F methyl 2-bromomethyl-2'-fluoro-5'-methoxy-biphenyl-4-carboxylate